chloropropyl-diethyl-propoxysilane ClCCC[Si](OCCC)(CC)CC